FC(OC1=CC=C(C=C1)NC(C1=C(C=CC=C1)S(NC1=CC(=CC=C1)C(F)(F)F)(=O)=O)=O)F N-(4-(difluoromethoxy)phenyl)-2-(N-(3-(trifluoromethyl)phenyl)sulfamoyl)benzamide